CO[Si](CCCCCCCCCCCCCCCCCC)(OC)OC Trimethoxy(octadecyl)silane